tert-butyl 2-(2-bromo-3-fluoro-4-pyridyl)-6,6,7,7-tetradeuterio-4-oxo-1H-pyrrolo[3,2-c]pyridine-5-carboxylate BrC1=NC=CC(=C1F)C1=CC=2C(N(C(C(C2N1)([2H])[2H])([2H])[2H])C(=O)OC(C)(C)C)=O